2,5-bis(5-tertiary-butyl-2-benzoxazolyl)thiophene C(C)(C)(C)C=1C=CC2=C(N=C(O2)C=2SC(=CC2)C=2OC3=C(N2)C=C(C=C3)C(C)(C)C)C1